N-(2-{[(3R)-1-benzylpyrrolidin-3-yl]amino}ethyl)-1-[3-fluoro-4-(trifluoromethoxy)phenyl]piperidine-4-carboxamide C(C1=CC=CC=C1)N1C[C@@H](CC1)NCCNC(=O)C1CCN(CC1)C1=CC(=C(C=C1)OC(F)(F)F)F